O=C(C(C1=CC=CC=C1)N1C=NC2=C(C1=O)C=NN2)N2CCSCC2 5-(2-Oxo-1-phenyl-2-thiomorpholinoethyl)-1,5-dihydro-4H-pyrazolo[3,4-d]pyrimidin-4-one